4-chloro-7-iodothieno[3,2-d]pyrimidine ClC=1C2=C(N=CN1)C(=CS2)I